C(#N)C1=CC=C(OC2=NC(=NC=C2)N2CCC(CC2)(C(=O)NC2(CCN3CCC2CC3)C)F)C=C1 1-(4-(4-cyanophenoxy)pyrimidin-2-yl)-4-fluoro-N-(4-methyl-1-azabicyclo[3.2.2]non-4-yl)piperidine-4-carboxamide